C(C)N(CCNCCN(CC)CC)CC N,N,N'',N''-tetraethyldiethylenetriamine